3-(4-bromophenyl)-5-(methylamino)-1-tetrahydrofuran-3-yl-pyrazole-4-carbonitrile BrC1=CC=C(C=C1)C1=NN(C(=C1C#N)NC)C1COCC1